N-[(1R)-5-chloroindan-1-yl]-4-(2,2-difluoroethylsulfanyl)benzamide ClC=1C=C2CC[C@H](C2=CC1)NC(C1=CC=C(C=C1)SCC(F)F)=O